8-cyclopentyl-2-((4-(4-methylpiperazin-1-yl)phenyl)amino)-7-oxo-7,8-dihydropyrido[2,3-d]pyrimidine-6-carbonitrile monoacrylate C(C=C)(=O)O.C1(CCCC1)N1C(C(=CC2=C1N=C(N=C2)NC2=CC=C(C=C2)N2CCN(CC2)C)C#N)=O